BrC1=CC2=C([C@@H](CO2)N)C=C1 (S)-6-bromo-2,3-dihydrobenzofuran-3-amine